N[Cu] aminocopper